C1(CCCCC1)C=1C=C(C=CC1)OP(OC1=CC(=CC=C1)C1CCCCC1)OC1=CC(=CC=C1)C1CCCCC1 tri(3-Cyclohexylphenyl)phosphit